S=[Sb](=S)S[Sb](=S)=S antimony(V) sulfide